C(C=C)OC(=O)NC[C@@H](CNCC1(CN(C1)C(=O)OC(C)(C)C)O)O Tert-butyl 3-[[[(2R)-3-(allyloxycarbonylamino)-2-hydroxypropyl]amino]methyl]-3-hydroxy-azetidine-1-carboxylate